COC=1C=C(C=CC1NC1=NC=C(C(=N1)C=1C=NN(C1)C)C(F)(F)F)C(=O)N1CCOCC1 (3-methoxy-4-((4-(1-methyl-1H-pyrazol-4-yl)-5-(trifluoromethyl)pyrimidin-2-yl)amino)phenyl)(morpholino)methanone